ClC=1C=C(C=CC1C1=NOC(=N1)C(F)(F)F)C(C(=O)N)=C (3-chloro-4-(5-(trifluoromethyl)-1,2,4-oxadiazol-3-yl)phenyl)acrylamide